N-hydroxy-2-(methylamino)acetamide ONC(CNC)=O